3-diphenylphosphinothiotetrahydrothiophene-1,1-dioxide C1(=CC=CC=C1)P(SC1CS(CC1)(=O)=O)C1=CC=CC=C1